CC1(CC=2C(=NC(=C(C2)C(=O)NC2=NC(=CC=C2)C=2C=NN(C2)C)OC2CNC(OC2)=O)O1)C 2,2-Dimethyl-N-(6-(1-methyl-1H-pyrazol-4-yl)pyridin-2-yl)-6-((2-oxo-1,3-oxazinan-5-yl)oxy)-2,3-dihydrofuro[2,3-b]pyridine-5-carboxamide